N1-(4-(1-ethoxy-2-methylpropan-2-yl)phenyl)cyclohexane-1,4-diamine C(C)OCC(C)(C)C1=CC=C(C=C1)NC1CCC(CC1)N